tert-butyl 3-(4-((6-bromo-3-nitropyridin-2-yl)amino)phenyl)azetidine-1-carboxylate BrC1=CC=C(C(=N1)NC1=CC=C(C=C1)C1CN(C1)C(=O)OC(C)(C)C)[N+](=O)[O-]